1-(2-((6-((R)-3-(2-Ethoxyphenoxy)piperidin-1-yl)pyrazin-2-yl)amino)pyrimidin-4-yl)-3-methylpiperidin C(C)OC1=C(O[C@H]2CN(CCC2)C2=CN=CC(=N2)NC2=NC=CC(=N2)N2CC(CCC2)C)C=CC=C1